(17E)-5,15-dimethyl-21-tetrahydropyran-2-yl-7,11-dioxa-4,5,13,14,20,21-hexazapentacyclo[17.5.2.02,6.012,16.022,26]hexacosa-1(25),2(6),3,12,15,17,19,22(26),23-nonaene CN1N=CC=2C=3C=CC=4N(N=C(/C=C/C5=C(NN=C5OCCCOC12)C)C4C3)C3OCCCC3